trimethylolpropane tri(β-acryloyloxy propionate) C(C=C)(=O)OCCC(=O)O.C(C=C)(=O)OCCC(=O)O.C(C=C)(=O)OCCC(=O)O.C(O)C(CC)(CO)CO